2-[(2S)-2-amino-4-fluorobutyl]-3-bromo-5-chloro-N-[(thiophen-2-yl)methyl]thieno[3,2-b]pyridin-7-amine hydrochloride Cl.N[C@H](CC1=C(C2=NC(=CC(=C2S1)NCC=1SC=CC1)Cl)Br)CCF